ethyl 2-(3-chloro-4-cyano-phenyl)-3-cyclopentyl-3,3a,4,5-tetrahydro-2H-pyrazolo[3,4-f]quinoline-7-carboxylate ClC=1C=C(C=CC1C#N)N1N=C2C=3C=CC(=NC3CCC2C1C1CCCC1)C(=O)OCC